C[C@@]12C[C@H](N([C@H]2C1)C(CNC(C1=CC=C(C=C1)OC1=NC=C(C=C1)C(F)(F)F)=O)=O)C(=O)OCC1=CC=CC=C1 benzyl (1S,3S,5S)-5-methyl-2-((4-((5-(trifluoromethyl)pyridin-2-yl)oxy)benzoyl) glycyl)-2-azabicyclo[3.1.0]hexane-3-carboxylate